1-(13Z,16Z-docosadienoyl)-2-(5Z,8Z,11Z,14Z,17Z-eicosapentaenoyl)-glycero-3-phosphoserine CCCCC/C=C\C/C=C\CCCCCCCCCCCC(=O)OC[C@H](COP(=O)(O)OC[C@@H](C(=O)O)N)OC(=O)CCC/C=C\C/C=C\C/C=C\C/C=C\C/C=C\CC